tert-butyl 4-[4-(4-{1-[(tert-butoxy)carbonyl]-1,2,3,6-tetrahydropyridin-4-yl}-2-fluorobenzamido)-2-chlorophenyl]-1,2,3,6-tetrahydropyridine-1-carboxylate C(C)(C)(C)OC(=O)N1CCC(=CC1)C1=CC(=C(C(=O)NC2=CC(=C(C=C2)C=2CCN(CC2)C(=O)OC(C)(C)C)Cl)C=C1)F